[2-[3-[1-(2,2-difluoro-1,3-benzodioxol-5-yl)ethyl]oxetan-3-yl]-4-pyridinyl]-3-(trifluoromethyl)-4,5,6,7-tetrahydroindazol-7-ol FC1(OC2=C(O1)C=CC(=C2)C(C)C2(COC2)C2=NC=CC(=C2)C2C=1C(=NNC1C(CC2)O)C(F)(F)F)F